3-(5-allyl-1-oxo-isoindolin-2-yl)piperidine-2,6-dione C(C=C)C=1C=C2CN(C(C2=CC1)=O)C1C(NC(CC1)=O)=O